C(N)(OCC(OC1=CC2=C(N=C(S2)C2=C3N=CC(=NC3=CC(=C2)C)OC(F)F)C(=C1)Cl)C(C)(C)C)=O (tert-butyl 2-((4-chloro-2-(2-(difluoromethoxy)-7-methylquinoxalin-5-yl) benzo[d]thiazol-6-yl) oxy) ethyl) carbamate